pentadieneamidobenzoyl chloride C(C=CC=C)(=O)NC1=C(C(=O)Cl)C=CC=C1